ClC=1C(=CC(=C(C1)S(=O)(=O)N(C=1SC=CN1)CC1=C(C=C(C=C1)OC)OC)F)N[C@@H](CC)C1=CC=CC=C1 (S)-5-chloro-N-(2,4-dimethoxybenzyl)-2-fluoro-4-((1-phenylpropyl)amino)-N-(thiazol-2-yl)benzenesulfonamide